COC(=O)C1=CNC(=C1)N 5-amino-1H-pyrrole-3-carboxylic acid methyl ester